O1CCN(CC1)C1=NC(=C2C=CC=NC2=C1)OC1CCC(CC1)NS(=O)(=O)C1=CC=CC=C1 N-((1s,4s)-4-((7-Morpholino-1,6-naphthyridin-5-yl)oxy)cyclohexyl)benzenesulfonamide